C(C)(=O)N1[C@H]([C@@H]([C@H](C2=CC(=CC=C12)C(=O)N)NC1=NC=CC(=N1)CC)C)C1CC1 (2S,3R,4R)-1-acetyl-2-cyclopropyl-4-((4-ethylpyrimidin-2-yl)amino)-3-methyl-1,2,3,4-tetrahydroquinoline-6-carboxamide